3-(Trimethylsilyl)-L-alanine C[Si](C[C@H](N)C(=O)O)(C)C